5-(pyrimidin-2-yl)-7-((2-(trimethylsilyl)ethoxy)methyl)-7H-pyrrolo-[2,3-d]pyrimidin-4-amine N1=C(N=CC=C1)C1=CN(C=2N=CN=C(C21)N)COCC[Si](C)(C)C